O=C(/C=C(\C)/O[Al](O/C(=C/C(=O)OC(C)CC)/C)O\C(\C)=C\C(=O)OC(C)CC)OC(C)CC sec-butyl (2E)-3-{[bis({[(2E)-4-oxo-4-(sec-butoxy)but-2-en-2-yl]oxy})alumanyl]oxy}but-2-enoate